(2R,4S)-1-tert-butyl 2-methyl 4-((tert-butyldiphenylsilyl)oxy)pyrrolidine-1,2-dicarboxylate [Si](C1=CC=CC=C1)(C1=CC=CC=C1)(C(C)(C)C)O[C@H]1C[C@@H](N(C1)C(=O)OC(C)(C)C)C(=O)OC